3-Nitrophenylmethanesulfonyl chloride [N+](=O)([O-])C=1C=C(C=CC1)CS(=O)(=O)Cl